S1C(=NC2=C1C=CC=C2)NC2=C(C=C(N=N2)N(C=2SC=C(N2)C(=O)O)CCCCCO)C 2-[[6-(1,3-benzothiazol-2-ylamino)-5-methyl-pyridazin-3-yl]-(5-hydroxypentyl)amino]thiazole-4-carboxylic acid